deoxythymidine-3'-yl-[3,4,5-tris(octadecyloxy) benzyl] succinate C(CCC(=O)[O-])(=O)OC(C1=CC(=C(C(=C1)OCCCCCCCCCCCCCCCCCC)OCCCCCCCCCCCCCCCCCC)OCCCCCCCCCCCCCCCCCC)[C@@]1(C[C@@H](O[C@@H]1CO)N1C(=O)NC(=O)C(C)=C1)O